1,2-dihydro-(3H)-pyrrolo[3,2-e]indole C1CNC=2C1=C1C=CNC1=CC2